(4-(1H-pyrazol-4-yl)phenyl)-5-methoxyspiro[indoline-2,3'-pyrrolidine] N1N=CC(=C1)C1=CC=C(C=C1)N1CC2(CC1)NC1=CC=C(C=C1C2)OC